NC[C@@H]1OC(N2[C@@H]1COC1=C2C=CC(=C1)S(=O)(=O)N1CCN(CC1)C1=NC(=CC(=C1)C(C1CNCCC1)(F)F)Cl)=O trans-3-(aminomethyl)-7-[4-[6-chloro-4-[difluoro(3-piperidyl)methyl]-2-pyridyl]piperazin-1-yl]sulfonyl-3a,4-dihydro-3H-oxazolo[4,3-c][1,4]benzoxazin-1-one